C(CCCCC)OC(CCC(=O)OCCCCCCN(CCCCCCCC(=O)OCCCCCCCCC)CCO)OCCCCCC nonyl 8-((6-((4,4-bis(hexyloxy)butanoyl)oxy)hexyl)(2-hydroxyethyl)amino)octanoate